C1(CC1)C(C(C)(C)O)N1C(C2=C(C=CC=C2C1)C=CC1=C2C(=NC=C1C)OCO2)=O 2-(1-Cyclopropyl-2-hydroxy-2-methylpropyl)-7-(2-(6-methyl-[1,3]dioxolo[4,5-b]pyridin-7-yl)vinyl)isoindolin-1-one